(R)-1-(2-amino-4-bromo-5-fluorophenyl)-N,N-dimethylpyrrolidin-3-amine NC1=C(C=C(C(=C1)Br)F)N1C[C@@H](CC1)N(C)C